Ethyl 5-(4-(7-chloro-1-methyl-2,3-dioxo-2,3-dihydropyrido[2,3-b]pyrazin-4(1H)-yl)piperidine-1-yl)-1,3,4-thiadiazole-2-carboxylate ClC1=CC2=C(N(C(C(N2C)=O)=O)C2CCN(CC2)C2=NN=C(S2)C(=O)OCC)N=C1